[N+](=[N-])=N[C@@H](CC(C)C=O)C(=O)O diazo-δ-oxoleucine